tert-butyl (3S,4S)-4-[(1S)-1-aminoethyl]-3-methylpiperidine-1-carboxylate N[C@@H](C)[C@@H]1[C@@H](CN(CC1)C(=O)OC(C)(C)C)C